[Cl-].[Cl-].[Cl-].[Cr+3].[PH2](=O)N=C(N)N 2-phosphinylguanidine chromium (III) trichloride